1-cyano-tetramethylimidazole borate B(O)(O)O.C(#N)N1C(N(C(=C1)C)C)(C)C